4-(cyclopentylamino)-2-((1-((4-(1,2,3,6-tetrahydropyridin-4-yl)phenyl)sulfonyl)piperidin-4-yl)amino)pyrimidine-5-carbonitrile C1(CCCC1)NC1=NC(=NC=C1C#N)NC1CCN(CC1)S(=O)(=O)C1=CC=C(C=C1)C=1CCNCC1